2-chloro-N-(((1R,4R)-4-(1-isopropyl-4-(trifluoromethyl)-1H-imidazol-2-yl)cyclohexyl)methyl)-5-methoxypyrimidin-4-amine ClC1=NC=C(C(=N1)NCC1CCC(CC1)C=1N(C=C(N1)C(F)(F)F)C(C)C)OC